4-bromo-7-fluoro-2-(pyrrolidine-1-ylsulfonyl)-5-(trifluoromethyl)-1H-indole BrC1=C2C=C(NC2=C(C=C1C(F)(F)F)F)S(=O)(=O)N1CCCC1